ClC=1N(C(=C(N1)C1=CC=C(C=C1)F)C1=CC=NC=C1)CC(=O)N1CCC2(CNC2)CC1 2-[2-chloro-4-(4-fluorophenyl)-5-(4-pyridyl)imidazol-1-yl]-1-(2,7-diazaspiro[3.5]non-7-yl)ethanone